1,1-dichloro-1-fluoroethane ClC(C)(F)Cl